CN1N=NC(=C1NC(O[C@H](C)C=1C(=NC=CC1)Cl)=O)C1=NC=C(C=C1)NC(=O)C1CC12CC2 (R)-1-(2-chloropyridin-3-yl)ethyl (1-methyl-4-(5-(spiro[2.2]pentane-1-carboxamido)pyridin-2-yl)-1H-1,2,3-triazol-5-yl)carbamate